(R)-5-(3-((1-(4-fluorophenyl)ethyl)amino)-1,2,4-triazin-6-yl)-3-(2-hydroxyethyl)benzo[d]oxazol-2(3H)-one FC1=CC=C(C=C1)[C@@H](C)NC=1N=NC(=CN1)C=1C=CC2=C(N(C(O2)=O)CCO)C1